C1=CC=C(C(=C1)C2=C3C=C(C(=O)C=C3OC4=CC(=C(C=C42)F)O)F)C(=O)O The molecule is a xanthene dye that is fluorescein bearing two fluoro substituents at positions 2' and 7'. It has a role as a fluorochrome.